1-(2,2,3,3,3-pentafluoropropyl)-1H-pyrazolo[3,4-b]pyridin-6-amine FC(CN1N=CC=2C1=NC(=CC2)N)(C(F)(F)F)F